3-Bromopyruvat BrCC(C(=O)[O-])=O